ClC1=C(C(=NC=2CN(CCC12)C1=CC=CC2=CC=CC(=C12)C)C(=O)OCC)C ethyl 4-chloro-3-methyl-7-(8-methylnaphthalen-1-yl)-5,6,7,8-tetrahydro-1,7-naphthyridine-2-carboxylate